C1(=C(CCCC1)C(=O)O)C(=O)O cis-cyclohexene-1,2-dicarboxylic acid